C(C)(C)(C)OC1=NC(=CC(=C1)C1=NC(=NC=C1)NC1=CC=CC=C1)C1=CC=NC=C1 4-[2-tert-butoxy-6-(4-pyridinyl)-4-pyridinyl]-N-phenyl-pyrimidin-2-amine